2-(1-azidoethyl)nicotinic acid N(=[N+]=[N-])C(C)C1=C(C(=O)O)C=CC=N1